C(C)NC1=C(C=CC(=C1)C(=O)OC)C1CC2(COC2)CCN1CC1=C2C=CN(C2=C(C=C1OC)C)C(=O)OC(C)(C)C tert-Butyl 4-({6-[2-(ethylamino)-4-(methoxycarbonyl)phenyl]-2-oxa-7-azaspiro[3.5]nonan-7-yl}methyl)-5-methoxy-7-methylindole-1-carboxylate